5,8-bis(4-aminophenyloxy)-1,4-naphthoquinone NC1=CC=C(C=C1)OC1=C2C(C=CC(C2=C(C=C1)OC1=CC=C(C=C1)N)=O)=O